methyl 2-((1R,3R,5S)-3-((3-(2-chlorophenyl)-5-cyclopropylisoxazol-4-yl) methoxy)-8-azabicyclo[3.2.1]oct-8-yl)-4-cyanobenzo[d]thiazole-6-carboxylate ClC1=C(C=CC=C1)C1=NOC(=C1COC1C[C@H]2CC[C@@H](C1)N2C=2SC1=C(N2)C(=CC(=C1)C(=O)OC)C#N)C1CC1